N-[4-(4,4-difluoro-piperidin-1-yl)-phenyl]-2-(1-methyl-1H-tetrazol-5-ylsulfanyl)-5-nitro-benzamide FC1(CCN(CC1)C1=CC=C(C=C1)NC(C1=C(C=CC(=C1)[N+](=O)[O-])SC1=NN=NN1C)=O)F